ClC1=CC=C2C=CN(C2=C1N1N=CC=N1)C1=NC(=C(C(=N1)OC)C)OC 6-chloro-N-(4,6-dimethoxy-5-methyl-pyrimidin-2-yl)-7-(triazol-2-yl)-1H-indole